3-fluoro-4-{2-[2-(naphthalene-2-sulfonamido)phenyl]ethynyl}benzoic acid FC=1C=C(C(=O)O)C=CC1C#CC1=C(C=CC=C1)NS(=O)(=O)C1=CC2=CC=CC=C2C=C1